(1R,4R,6S)-6-(4-bromophenyl)-2-azabicyclo[2.2.1]Heptane BrC1=CC=C(C=C1)[C@@H]1C[C@H]2CN[C@@H]1C2